1-(3-((5-(difluoromethyl)-2-((3-methyl-1-(8-methyl-8-azabicyclo[3.2.1]octan-3-yl)-1H-pyrazol-4-yl)amino)pyrimidin-4-yl)amino)propyl)piperidin-2-one FC(C=1C(=NC(=NC1)NC=1C(=NN(C1)C1CC2CCC(C1)N2C)C)NCCCN2C(CCCC2)=O)F